N1(C=C1)\C=C/C(CC(C)C)OC1OC(C(C(C1O)O)O)CO (Z)-2-((1-(1H-azirin-1-yl)-5-methylhex-1-en-3-yl)oxy)-6-(hydroxymethyl)tetrahydro-2H-pyran-3,4,5-triol